FC=1C(=CC(=C(C1)CC(=O)OCC)O)B1OC(C(O1)(C)C)(C)C ethyl 2-[5-fluoro-2-hydroxy-4-(4,4,5,5-tetramethyl-1,3,2-dioxaborolan-2-yl)phenyl]acetate